OCCN(C(CCC(=O)N(CCO)CCO)=O)CCO N,N,N',N'-tetra(2-hydroxyethyl)butanediamide